3-(5-tetrazolyl)thiomethyl-1-oxa-3-cephem N1N=NN=C1SCC=1CO[C@H]2N(C1)C(C2)=O